BrC1=C(C=C(C=C1F)CCCC)F 1-bromo-2,6-difluoro-4-butylbenzene